(E)-3-(3-(4-bromophenyl)-8-methyl-1,4,8-triazaspiro[4.5]decan-1,3-dien-2-yl)-N-(quinolin-3-yl)acrylamide BrC1=CC=C(C=C1)C=1C(=NC2(N1)CCN(CC2)C)/C=C/C(=O)NC=2C=NC1=CC=CC=C1C2